(S)-4-((2-(3,5-difluorophenoxy)ethyl)(4-(5,6,7,8-tetrahydro-1,8-naphthyridin-2-yl)butyl)amino)-2-((6-(dimethylamino)pyrimidin-4-yl)amino)butanoic acid FC=1C=C(OCCN(CC[C@@H](C(=O)O)NC2=NC=NC(=C2)N(C)C)CCCCC2=NC=3NCCCC3C=C2)C=C(C1)F